(2R,4S)-2-(((S)-1-(((3-chloro-1H-pyrrolo[2,3-b]pyridin-5-yl)methyl)amino)-1-oxopropan-2-yl)carbamoyl)-4-phenylpiperidine-1-carboxylic acid tert-butyl ester C(C)(C)(C)OC(=O)N1[C@H](C[C@H](CC1)C1=CC=CC=C1)C(N[C@H](C(=O)NCC=1C=C2C(=NC1)NC=C2Cl)C)=O